N-(2-chloroacetoxy)benzamide ClCC(=O)ONC(C1=CC=CC=C1)=O